C(C1=CC=CC=C1)N1C(CC1)CO[Si](C1=CC=CC=C1)(C1=CC=CC=C1)C(C)(C)C (1-benzylazetidin-2-yl)methoxy-tert-butyl-diphenyl-silane